8-chloro-N-(1-cyanocyclopropyl)-3-[5-(difluoromethyl)-1,3,4-thiadiazol-2-yl]indolizine-6-sulfonamide ClC1=CC(=CN2C(=CC=C12)C=1SC(=NN1)C(F)F)S(=O)(=O)NC1(CC1)C#N